C(CCCCCCCC(CCCCCCCC)C(=O)[O-])C(=O)[O-] 1,9-heptadecanedicarboxylate